C1=C(C=CC=2SC3=CC(=CC=C3SC12)C=1C=C(C=CC1)CO)C=1C=C(C=CC1)CO [thianthrene-2,7-diyldi(3,1-phenylene)]dimethanol